CC1=C(NC2=CC=CC=C12)C1=C(SC(C1)C1=CC=CC=C1)C1=CC=C(C=C1)C 3-Methyl-2-(5-phenyl-2-(p-tolyl)-4,5-dihydrothiophen-3-yl)-1H-indole